methyl (4-morpholinobutyl) fumarate C(\C=C\C(=O)OCCCCN1CCOCC1)(=O)OC